BrC1=NN(C2=CC(=CC=C12)C(=O)N1CCC(CC1)C1=NC2=C(N1C(F)F)C=CC=C2)C2CC2 (3-bromo-1-cyclopropyl-1H-indazol-6-yl)(4-(1-(difluoromethyl)-1H-benzo[d]imidazol-2-yl)piperidin-1-yl)methanone